FC(C(=O)O)(F)F.FC(C(=O)O)(F)F.FC1CC2(CCCN2C1)COC=1N=CC2=C(N1)C=CN=C2 2-((2-fluorotetrahydro-1H-pyrrolizin-7a(5H)-yl)methoxy)pyrido[4,3-d]pyrimidine bis(2,2,2-trifluoroacetate)